C(C)(C)(C)OC(=O)[C@H]1[C@@H](C1)C=1N=CC(=NC1)C=1C(=CC(=C(C(=O)OCC2=CC=CC=C2)C1)OC)F |r| rac-Benzyl 5-(5-((1R,2R)-2-(tert-butoxycarbonyl)cyclopropyl)pyrazin-2-yl)-4-fluoro-2-methoxybenzoate